O=C1NC(CCC1N1C(N(C2=C1C=CC=C2NC(CCCCCCCN2CCCCC2)=O)C)=O)=O N-(1-(2,6-dioxopiperidin-3-yl)-3-methyl-2-oxo-2,3-dihydro-1H-benzo[d]imidazol-4-yl)-8-(piperidin-1-yl)octanamide